ClC1=CC(=C(S1)C(=O)NC1=CC=C(C(=O)OCC)C=C1)S(N(C)C1=CC(=C(C=C1)OCC)OC)(=O)=O Ethyl 4-(5-chloro-3-(N-(4-ethoxy-3-methoxyphenyl)-N-methylsulfamoyl)thiophene-2-carboxamido)benzoate